6-(1H-pyrazol-5-yl)picolinamide N1N=CC=C1C1=CC=CC(=N1)C(=O)N